BrC=1C(=C(C(=O)N(C2C3CC4CC(CC2C4)C3)C)C=CC1)C 3-bromo-N,2-dimethyl-N-(tricyclo[3.3.1.13,7]dec-2-yl)benzamide